ClC1=CC(=C(C=N1)C1=NC=C(C=C1F)CN1CC(C1)OC(F)F)N[C@H](CCO)C (S)-3-((6'-chloro-5-((3-(difluoromethoxy)azetidin-1-yl)methyl)-3-fluoro-[2,3'-bipyridin]-4'-yl)amino)butan-1-ol